The molecule is a tripeptide composed of L-threonine, L-tryptophan, and L-aspartic acid joined by peptide linkages. It has a role as a metabolite. It derives from a L-threonine, a L-tryptophan and a L-aspartic acid. C[C@H]([C@@H](C(=O)N[C@@H](CC1=CNC2=CC=CC=C21)C(=O)N[C@@H](CC(=O)O)C(=O)O)N)O